FC1=CC2=C(SC(=C2C)[C@H](C(F)(F)F)NC(=O)NC=2C=NC(=NC2)N2CC(C2)(C)O)C(=C1)F (S)-1-(1-(5,7-difluoro-3-methylbenzo[b]thiophen-2-yl)-2,2,2-trifluoroethyl)-3-(2-(3-hydroxy-3-methylazetidin-1-yl)pyrimidin-5-yl)urea